[Si](C)(C)(C(C)(C)C)O[C@@H]1C[C@@H]2CC[C@H]3[C@@H]4CC[C@@H]([C@@]4(C)CC[C@@H]3[C@]2(CC1)C)OCC=O 2-(3β-(Tert-butyldimethylsilyloxy)-5α-androstan-17β-yloxy)-acetaldehyde